α-bromoacetylbromide BrCC(=O)Br